FC=1C(=C(C=CC1F)C1CCN(CC1)C(=O)C1=NNC=2CN(CCC21)C(CC)=O)C(F)(F)F 1-(3-(4-(3,4-difluoro-2-(trifluoromethyl)phenyl)piperidine-1-carbonyl)-1,4,5,7-tetrahydro-6H-pyrazolo[3,4-c]pyridin-6-yl)propan-1-one